2-[[4-(7-fluoro-2,4-dimethyl-quinazolin-5-yl)oxycyclohexyl]amino]-N-methyl-pyrimidine-4-carboxamide FC1=CC(=C2C(=NC(=NC2=C1)C)C)OC1CCC(CC1)NC1=NC=CC(=N1)C(=O)NC